(9H-fluoren-9-yl)methyl(2-hydroxyethyl)(2-methoxyethyl)carbamate C1=CC=CC=2C3=CC=CC=C3C(C12)OC(N(CC(OC)C)CCO)=O